2,3-dihydro-1H-inden-2-yl-methanol 5-formyl-2'-deoxycytidine-5'-Triphosphate P(O)(=O)(OP(=O)(O)OP(=O)(O)O)OC[C@@H]1[C@H](C[C@@H](O1)N1C(=O)N=C(N)C(=C1)C=O)O.C1C(CC2=CC=CC=C12)CO